3-isopropyl-2-(2-methylpyridin-4-yl)-5-(1-(oxetan-3-yl)piperidin-4-yl)-1H-indole C(C)(C)C1=C(NC2=CC=C(C=C12)C1CCN(CC1)C1COC1)C1=CC(=NC=C1)C